N-(cyclohexylmethyl)benzene-1,3-diamine C1(CCCCC1)CNC1=CC(=CC=C1)N